OCC1(CC(C(O1)=O)=C)C1=CC=CC=C1 5-(hydroxymethyl)-3-methylene-5-phenyldihydrofuran-2(3H)-one